[2-[6-(azetidin-1-yl)-2-pyridyl]-1,6-naphthyridin-7-yl]methanamine N1(CCC1)C1=CC=CC(=N1)C1=NC2=CC(=NC=C2C=C1)CN